BrC=1C=C(C(N(C1)C(C)C)=O)C(=O)NC1=C(C=CC(=C1)C#N)N1CCC(CC1)OC1=C(C=C(C=C1)F)F 5-bromo-N-(5-cyano-2-(4-(2,4-difluorophenoxy)piperidin-1-yl)phenyl)-1-isopropyl-2-oxo-1,2-dihydropyridine-3-carboxamide